1-(4-(1,4-dimethyl-1H-pyrazol-5-yl)-5-fluoropyrimidin-2-yl)-N-(thiazol-5-ylmethyl)piperidine-4-carboxamide CN1N=CC(=C1C1=NC(=NC=C1F)N1CCC(CC1)C(=O)NCC1=CN=CS1)C